C(C)(C)(C)OC(=O)N[C@@H](C(=O)NC1(CC1)C(C(=O)O)(C)C)CC1=CC(=C(C=C1)OC)Cl 2-((R)-1-(2-((tert-butoxycarbonyl)amino)-3-(3-chloro-4-methoxyphenyl)-propionamido)cyclopropyl)-2-methylpropanoic acid